6-(5-fluoro-1H-indol-1-yl)quinoline FC=1C=C2C=CN(C2=CC1)C=1C=C2C=CC=NC2=CC1